BrC1=NC(=CC=C1)I 2-bromo-6-iodopyridine